N-(3,4-Dichloro-2-fluorophenyl)-6-(1,6-diazaspiro[3.3]heptan-6-yl)quinazolin-4-amine ClC=1C(=C(C=CC1Cl)NC1=NC=NC2=CC=C(C=C12)N1CC2(CCN2)C1)F